(S)-tert-butyl 2-((S)-2-((tert-butoxycarbonyl)amino)pentanethioamido)-3-phenylpropanoate C(C)(C)(C)OC(=O)N[C@H](C(N[C@H](C(=O)OC(C)(C)C)CC1=CC=CC=C1)=S)CCC